N-isopropyl-6-methoxy-2-(pyrrolidin-1-yl)-7-(3-(pyrrolidin-1-yl)prop-1-yn-1-yl)quinazolin-4-amine C(C)(C)NC1=NC(=NC2=CC(=C(C=C12)OC)C#CCN1CCCC1)N1CCCC1